N-(5-(6-(4-(3,3-dimethylpyrrolidine-1-carbonyl)phenyl)-1-oxo-3,4-dihydroisoquinolin-2(1H)-yl)-2-hydroxyphenyl)methanesulfonamide CC1(CN(CC1)C(=O)C1=CC=C(C=C1)C=1C=C2CCN(C(C2=CC1)=O)C=1C=CC(=C(C1)NS(=O)(=O)C)O)C